tert-butyl 4-(4-(pyrimidin-5-yl)-6-((3-(trifluoromethyl)phenyl)amino)-1,3,5-triazin-2-yl)piperidine-1-carboxylate N1=CN=CC(=C1)C1=NC(=NC(=N1)NC1=CC(=CC=C1)C(F)(F)F)C1CCN(CC1)C(=O)OC(C)(C)C